COC1=CC=C(C=C1)C1=NNC(=N1)N1CCC(CC1)C(=O)O 1-(3-(4-Methoxyphenyl)-1H-1,2,4-triazol-5-yl)piperidine-4-carboxylic acid